ClC1=CC2=C(O[C@@H](CN(S2(=O)=O)CC2=CC(=CC=3C=CSC32)[C@@H](CC(=O)O)C3=C(C2=C(N(N=N2)C)C=C3)C)CC)N=C1 (3R)-3-(7-{[(4R)-8-chloro-4-ethyl-1,1-dioxo-3,4-dihydro-2H-pyrido[2,3-b][1,4,5]oxathiazepin-2-yl]methyl}-1-benzothien-5-yl)-3-(1,4-dimethyl-1H-benzotriazol-5-yl)propanoic acid